C(=O)O.N[C@H]1CN(CC1)C([C@@H](C)NC(C1=C(C=C(C=C1)NC=1C=2N(C=CN1)C(=CN2)C=2C(=NN(C2)CC#N)C(F)(F)F)Cl)=O)=O N-[(1R)-2-[(3R)-3-aminopyrrolidin-1-yl]-1-methyl-2-oxo-ethyl]-2-chloro-4-[[3-[1-(cyanomethyl)-3-(trifluoromethyl)pyrazol-4-yl]imidazo[1,2-a]pyrazin-8-yl]amino]benzamide formate